FC(OC1=CC=C(C=C1)C1=C(N(C=2N=CN=C(C21)N)C)C2=CCC1(CCNCC1)CC2)F 5-(4-(difluoromethoxy)phenyl)-7-methyl-6-(3-azaspiro[5.5]-undec-8-en-9-yl)-7H-pyrrolo[2,3-d]pyrimidin-4-amine